5-(4-methyl-1H-pyrazolo[3,4-c]pyridin-5-yl)-N-(4-(methylsulfonyl)phenyl)-2,6-naphthyridin-3-amine CC1=C2C(=CN=C1C1=C3C=C(N=CC3=CC=N1)NC1=CC=C(C=C1)S(=O)(=O)C)NN=C2